(S)-2-(6-amino-3-(3-(5-methyl-1,2,4-oxadiazol-3-yl)benzoylamino)hexanamido)-4-methylthiazole-5-carboxylic acid propyl ester C(CC)OC(=O)C1=C(N=C(S1)NC(C[C@H](CCCN)NC(C1=CC(=CC=C1)C1=NOC(=N1)C)=O)=O)C